CC12C=CC(C(C1)(C)C)C2 1,5,5-trimethylnorbornene